CNC(=O)C1=CC=C(C=N1)C=1CCN(CC1)CC1=NC=C2C(=C(C(NC2=C1)=O)C(F)(F)F)C N-methyl-1'-((4-methyl-2-oxo-3-(trifluoromethyl)-1,2-dihydro-1,6-naphthyridin-7-yl)methyl)-1',2',3',6'-tetrahydro-[3,4'-bipyridine]-6-carboxamide